C1NCC12CCC(CC2)OC=2C=CC=C1C(=NN(C21)C)C2C(NC(CC2)=O)=O 3-(7-((2-azaspiro[3.5]non-7-yl)oxy)-1-methyl-1H-indazol-3-yl)piperidine-2,6-dione